OC(CO)C1=CC=CC(=N1)C1=CC=C(OC=2C=CC(=C(C#N)C2)C(F)(F)F)C=C1 5-(4-(6-(1,2-dihydroxyethyl)pyridin-2-yl)phenoxy)-2-(trifluoromethyl)benzonitrile